BrC=1C(=C(C=CC1)S(=O)(=O)N)CBr bromo-2-(bromomethyl)benzenesulfonamide